N-(3-methoxy-2-methyl-5-(trifluoromethyl)phenyl)-2-methylpyridin-3-amine COC=1C(=C(C=C(C1)C(F)(F)F)NC=1C(=NC=CC1)C)C